3-Amino-4-(7-fluoro-1H-indazol-4-yl)-7-morpholino-1H-1,5-naphthyridin-2-one NC=1C(NC2=CC(=CN=C2C1C1=C2C=NNC2=C(C=C1)F)N1CCOCC1)=O